NCO[Si](OC)(OC)CCC(C)(C)C Amino-3,3-dimethylbutyltrimethoxysilan